N1C=C(C2=CC=CC=C12)\C=C/1\C(N=C(S1)NC1=CC=C(C=C1)C)=O (5Z)-5-(1H-indol-3-ylmethylene)-2-[(4-methylphenyl)amino]-1,3-thiazol-4(5H)-one